C(C1=CC=CC=C1)NC(=O)C12C(C3C(CN1)C(CN3CC(C)C)C2)CC2=CC=CC=C2 N,7-dibenzyl-1-isobutyloctahydro-6H-3,6-methanopyrrolo[3,2-c]pyridine-6-carboxamide